3-(4,6-dichloro-5-(4,4-difluoropiperidin-1-yl)-1H-benzo[d]Imidazol-2-yl)-3-(4-(ethylsulfonyl)phenyl)propanamide ClC1=C(C(=CC=2NC(=NC21)C(CC(=O)N)C2=CC=C(C=C2)S(=O)(=O)CC)Cl)N2CCC(CC2)(F)F